C(CCCCCCCCCCCCCCCCCC(=O)N)CCCCCCCCCCCCCCCCCC(=O)N methylenebis-stearic amide